F[C@@H]1[C@H](C[C@@H](CC1)O)N1C(C(=CC2=C1N=C(N=C2)NC2C(CN(CC2([2H])[2H])S(=O)(=O)C([2H])([2H])[2H])([2H])[2H])C([2H])([2H])[2H])=O (-)-8-((1S,2S,5R)-2-fluoro-5-hydroxycyclohexyl)-6-(methyl-d3)-2-((1-((methyl-d3)sulfonyl)piperidin-4-yl-3,3,5,5-d4)-amino)pyrido[2,3-d]pyrimidin-7(8H)-one